O1C(C(CC1)C(=O)O)(C1OCCC1)C(=O)O BI-TETRAHYDROFURANDICARBOXYLIC ACID